CC(=C(C(=O)O)C)C tri(methyl)acrylic acid